(2,2,2-trifluoroethyl)spiro[cyclobutane-1,3'-indolin]-2'-one FC(CN1C(C2(C3=CC=CC=C13)CCC2)=O)(F)F